NC1=NC2=C(C=CC=C2C(=N1)C(=O)NCC1=NC(=CC=C1)COCC1CCCC1)OC 2-amino-N-[[6-(cyclopentylmethoxymethyl)-2-pyridyl]methyl]-8-methoxy-quinazoline-4-carboxamide